BrC1=CC=C(C=C1)N1CCN(CC1)CCN1C(C2=CC=CC=C2C1=O)=O 2-(2-(4-(4-Bromophenyl)piperazin-1-yl)ethyl)isoindoline-1,3-dione